C(C)(=O)C1=CN(C2=CC=C(C=C12)NC(=O)C=1C=C(C=CC1)NC(OC(C)(C)C)=O)CC(=O)N(C1CC1)CC(=O)NCC1=C(C(=CC=C1)Cl)F tert-butyl (3-((3-acetyl-1-(2-((2-((3-chloro-2-fluorobenzyl)amino)-2-oxoethyl)(cyclopropyl)amino)-2-oxoethyl)-1H-indol-5-yl)carbamoyl)phenyl)carbamate